SCCC1=CSC=C1 3-(2-mercaptoethyl)thiophene